ClCC(=O)N(C(CNS(=O)(=O)C1=CC=C(C=C1)C)C1=C(C=CC=C1)C(C)C)C1CC2(C1)CCN(CC2)C(=O)OC(C)(C)C tert-butyl 2-(2-chloro-N-(1-(2-isopropylphenyl)-2-(4-methylphenylsulfonylamino) ethyl) acetamido)-7-azaspiro[3.5]Nonane-7-carboxylate